1,1,1,5,5,5-hexafluoroacetylacetone C(C(=O)C(F)(F)F)C(=O)C(F)(F)F